C1(=CC=CC=C1)[SiH2]C=1C=C(C=CC1)C1=NC=NC=N1 6-(3-(phenylsilyl)phenyl)-1,3,5-triazine